2-Methyl-N-((1S)-1-(4-(S-methylsulfonimidoyl)phenyl)ethyl)-2-((R)-3-(3-(trifluoromethyl)phenoxy)pyrrolidin-1-yl)propanamide CC(C(=O)N[C@@H](C)C1=CC=C(C=C1)S(=O)(=N)C)(C)N1C[C@@H](CC1)OC1=CC(=CC=C1)C(F)(F)F